6-(3-hydroxymethyl-3-methylallyl)amino-9-β-D-glucopyranosylpurine OCC(=CCNC1=C2N=CN(C2=NC=N1)[C@H]1[C@H](O)[C@@H](O)[C@H](O)[C@H](O1)CO)C